C(C1=CC=CC=C1)OC(=O)N[C@@H](CCP(OCC)(OCC)=O)C(N1CCC(CC1)C1=CC=C(C=C1)C(F)(F)F)=O diethyl [(3S)-3-{[(benzyloxy)carbonyl]amino}-4-oxo-4-{4-[4-(trifluoromethyl)phenyl]piperidin-1-yl}butyl]phosphonate